(R)-3-(4-((R)-1-ethoxy-2,2,2-trifluoroethyl)-3-((2-methylpyrimidin-5-yl)amino)phenyl)pentanoic acid C(C)O[C@@H](C(F)(F)F)C1=C(C=C(C=C1)[C@@H](CC(=O)O)CC)NC=1C=NC(=NC1)C